NC=1C=C(C=CC1Cl)C1COC2=C(O1)C=CC(=C2)C(=O)N (3-amino-4-chlorophenyl)-2,3-dihydrobenzo[b][1,4]dioxine-6-carboxamide